(4-(3,4-difluoro-2-(trifluoromethyl)-phenyl)piperidin-1-yl)(5-(3,3,3-tri-fluoropropyl)-4,5,6,7-tetrahydro-1H-pyrazolo[4,3-c]pyridin-3-yl)-methanone FC=1C(=C(C=CC1F)C1CCN(CC1)C(=O)C1=NNC2=C1CN(CC2)CCC(F)(F)F)C(F)(F)F